6-[1-(1-Cyano-4-piperidyl)-5-methyl-triazol-4-yl]-4-[1-(2-methyltriazol-4-yl)ethoxy]pyrazolo[1,5-a]pyridine-3-carbonitrile C(#N)N1CCC(CC1)N1N=NC(=C1C)C=1C=C(C=2N(C1)N=CC2C#N)OC(C)C2=NN(N=C2)C